C(C)(C)(C)OC(=O)N1CC2=C(CC1)C(=NN2)C(=O)N2CCC(CC2)C2=C(C=CC(=C2)F)C(F)(F)F 3-(4-(5-fluoro-2-(trifluoromethyl)phenyl)piperidine-1-carbonyl)-4,5-dihydro-1H-pyrazolo[3,4-c]Pyridine-6(7H)-carboxylic acid tert-butyl ester